tri(2,4-dichlorophenyl) phosphate P(=O)(OC1=C(C=C(C=C1)Cl)Cl)(OC1=C(C=C(C=C1)Cl)Cl)OC1=C(C=C(C=C1)Cl)Cl